5-((6-aminopyrimidin-4-yl)amino)-3-chloro-N,1-bis(4-methoxybenzyl)-6-oxo-1,6-dihydropyridine-2-carboxamide NC1=CC(=NC=N1)NC1=CC(=C(N(C1=O)CC1=CC=C(C=C1)OC)C(=O)NCC1=CC=C(C=C1)OC)Cl